norbornyl-amide C12(CCC(CC1)C2)[NH-]